1-(4-Methoxyphenyl)ethanol COC1=CC=C(C=C1)C(C)O